9-(4-(azetidin-1-ylcarbonyl)phenyl)-3-bromo-2-(trifluoromethyl)-4H-pyrido[1,2-a]pyrimidin-4-one N1(CCC1)C(=O)C1=CC=C(C=C1)C1=CC=CN2C1=NC(=C(C2=O)Br)C(F)(F)F